2-phenyl-5-trifluoromethylpyrazol-3-one C1(=CC=CC=C1)N1NC(=CC1=O)C(F)(F)F